4-amino-N-(3-{4-[(1,1-dioxo-1λ6-thian-4-yl)amino]-1-(2,2,2-trifluoroethyl)-1H-indol-2-yl}prop-2-yn-1-yl)benzene-1-sulfonamide NC1=CC=C(C=C1)S(=O)(=O)NCC#CC=1N(C2=CC=CC(=C2C1)NC1CCS(CC1)(=O)=O)CC(F)(F)F